C(#N)CN(CCC(=O)O)C 3-[(CYANOMETHYL)(METHYL)AMINO]PROPANOIC ACID